2-(2'-hydroxy-5'-t-octylphenyl)benzotriazole OC1=C(C=C(C=C1)C(C)(C)CC(C)(C)C)N1N=C2C(=N1)C=CC=C2